2-(((1-(methacryloyloxy) ethoxy) carbonyl) amino)-5-oxohexanoate C(C(=C)C)(=O)OC(C)OC(=O)NC(C(=O)[O-])CCC(C)=O